BrC=1C(=C2C(=NC1)OCCO2)C 7-bromo-8-methyl-2H,3H-[1,4]dioxino[2,3-b]pyridine